CC(C)(CCC(C)(OO)C)OO 2,5-dimethyl-2,5-di(hydroperoxy)-hexane